ClC1=CC=2N(N=C1)C=C(N2)[C@H](CCC(C(F)(F)F)(C)C)NC(OC(C)(C)C)=O tert-Butyl (S)-(1-(7-chloroimidazo[1,2-b]pyridazin-2-yl)-5,5,5-trifluoro-4,4-dimethylpentyl)carbamate